FC(CCS(=O)(=O)NC1=C(C=C(C=C1)C=1C=C(C=2N=C(N=CC2N1)N[C@@H]1CNC[C@H](C1)F)N1C(COCCC1)=O)F)(F)F 3,3,3-trifluoro-N-(2-fluoro-4-(2-(((3S,5S)-5-fluoropiperidin-3-yl)amino)-8-(3-oxo-1,4-oxazepan-4-yl)pyrido[3,2-d]pyrimidin-6-yl)phenyl)propane-1-sulfonamide